(R)-5-trifluoromethyl-1-(4-trifluoromethylphenyl)benzo[d][1,3,2]thiaselenazol-1-one FC(C=1C=CC2=C([Se]NS2(=O)C2=CC=C(C=C2)C(F)(F)F)C1)(F)F